(Z)-4-azidobut-2-en-1-yl-2-(2-chlorophenyl)-2-diazoacetate N(=[N+]=[N-])C\C=C/COC(C(=[N+]=[N-])C1=C(C=CC=C1)Cl)=O